C(CCCCCCCCCCCCCCCCC)ON stearyl-aminoether